NC=1N=C(C=2C(N1)=CN(N2)CC2=C(C=C(C=C2OC)N2CCN(CC2)C(CCCCNC(OC(C)(C)C)=O)=O)OC)NCCCC tert-butyl (5-(4-(4-((5-amino-7-(butylamino)-2H-pyrazolo[4,3-d]pyrimidin-2-yl)methyl)-3,5-dimethoxyphenyl)piperazin-1-yl)-5-oxopentyl)carbamate